5-(4-Aminoimidazo[2,1-f][1,2,4]triazin-7-yl)-2-((S)-1-cyclopropylethyl)-7-(1-hydroxyethyl)isoindolin-1-one trifluoroacetate salt FC(C(=O)O)(F)F.NC1=NC=NN2C1=NC=C2C=2C=C1CN(C(C1=C(C2)C(C)O)=O)[C@@H](C)C2CC2